6-(4-(cyclopropylamino)-5-(trifluoromethyl)pyrimidin-2-ylamino)-3,4-dihydroisoquinoline-2(1H)-carboxylic acid tert-butyl ester C(C)(C)(C)OC(=O)N1CC2=CC=C(C=C2CC1)NC1=NC=C(C(=N1)NC1CC1)C(F)(F)F